N-(3-fluoro-4-((2-methoxy-3-(1-methyl-1H-1,2,4-triazol-3-yl)phenyl)amino)-1H-pyrrolo[2,3-b]pyridin-6-yl)cyclopropanecarboxamide FC1=CNC2=NC(=CC(=C21)NC2=C(C(=CC=C2)C2=NN(C=N2)C)OC)NC(=O)C2CC2